2-amino-2-(6-fluoro-3'-((5-((4-fluoro-3-(trifluoromethyl)phenyl)carbamoyl)-2-methylbenzo[d]thiazol-6-yl)carbamoyl)-4'-methoxy-[1,1'-biphenyl]-3-yl)acetic acid NC(C(=O)O)C=1C=C(C(=CC1)F)C1=CC(=C(C=C1)OC)C(NC1=CC2=C(N=C(S2)C)C=C1C(NC1=CC(=C(C=C1)F)C(F)(F)F)=O)=O